C(C=C)OC(=O)N[C@H]1C[C@H](N(C1)C(=O)OC(C)(C)C)C(=O)O (2S,4S)-4-(((allyloxy)carbonyl)amino)-1-(tert-butoxycarbonyl)pyrrolidine-2-carboxylic acid